ClC1=C(OC=2C(=C3C4(C(NC3=CC2)=O)CC4)F)C(=CC(=C1)B1OC(C(O1)(C)C)(C)C)Cl 5'-(2,6-dichloro-4-(4,4,5,5-tetramethyl-1,3,2-dioxaborolan-2-yl)phenoxy)-4'-fluorospiro[cyclopropane-1,3'-indolin]-2'-one